N1=C(C=CC=C1)C1(CC2(C1)CCC2)C(=O)N[C@@H](CCO[C@@H]2C[C@H](C2)CCC2=NC=1NCCCC1C=C2)C(=O)O N-(2-(pyridin-2-yl)spiro[3.3]heptane-2-carbonyl)-O-(trans-3-(2-(5,6,7,8-tetrahydro-1,8-naphthyridin-2-yl)ethyl)cyclobutyl)homoserine